C(CCCCCCC\C=C/CCCCCCCC)NC(CC)N N-oleyl-propanediamine